2-cyclohexyl-2-(3,3,3-triphenylpropyl)-1-ethoxy-3-methoxy-propane C1(CCCCC1)C(COCC)(COC)CCC(C1=CC=CC=C1)(C1=CC=CC=C1)C1=CC=CC=C1